CC=1C(=C(C(=C(C1)C1=CC=CC=C1)C)O)C trimethyl-[1,1'-biphenyl]-3-ol